ClC1=NC2=CC(=CC=C2C=C1)CN(C(C)=O)C=1C(=NN(C1)C)C(=O)OC methyl 4-{N-[(2-chloroquinolin-7-yl)methyl]acetamido}-1-methyl-1H-pyrazole-3-carboxylate